2-[2'-hydroxy-3',5'-di-t-pentylphenyl]-benzophenone OC1=C(C=C(C=C1C(C)(C)CC)C(C)(C)CC)C1=C(C(=O)C2=CC=CC=C2)C=CC=C1